COC=1C=C(C=CC1OC)C1OC2(OC1)CCC1CCN(C1C2)C (3,4-dimethoxyphenyl)-1-methyl-octahydrospiro[indole-6,2'-[1,3]dioxolane]